CC=1SC2=C(N1)C=CC(=C2)C#N 2-methylbenzo[d]thiazole-6-carbonitrile